C(C)(C)(C)OOC1(CCCCC1)OOC(C)(C)C 1,1-bis(tert-butylperoxy)-cyclohexane